(1R*,3S*,4R*)-1-(3-(5-fluoropyrimidin-2-yl)benzyl)-N-methoxy-N,3-dimethyl-4-(methylsulfonamido)cyclopentane-1-carboxamide FC=1C=NC(=NC1)C=1C=C(C[C@@]2(C[C@@H]([C@@H](C2)NS(=O)(=O)C)C)C(=O)N(C)OC)C=CC1 |o1:11,13,14|